(E)-1-(2-hydroxy-4,6-dimethoxyphenyl)-3-(pyridin-4-yl)prop-2-en-1-one OC1=C(C(=CC(=C1)OC)OC)C(\C=C\C1=CC=NC=C1)=O